5-(1-(8-Isopropyl-8-azabicyclo[3.2.1]oct-3-yl)piperidin-4-yl)-3,7-dimethyl-2-(4-(methylsulfonyl)phenyl)-3H-imidazo[4,5-b]pyridine C(C)(C)N1C2CC(CC1CC2)N2CCC(CC2)C2=CC(=C1C(=N2)N(C(=N1)C1=CC=C(C=C1)S(=O)(=O)C)C)C